acryloyloxylaurylthiophosphate C(C=C)(=O)OCCCCCCCCCCCCOP(=S)([O-])[O-]